5-(2-Aminopyridin-4-yl)-7-(phenylethynyl)-1H-indazol-3-amine NC1=NC=CC(=C1)C=1C=C2C(=NNC2=C(C1)C#CC1=CC=CC=C1)N